1-Ethyl-3-(3-dimethyl-aminopropyl)-carbodiimide hydrochloride CCN=C=NCCCN(C)C.Cl